FC1=C(C=C(C=C1)F)C(/C=C(\C)/N[C@H]1CN(C[C@@H]1O)C(=O)OC(C)(C)C)=C=O tert-butyl (3S,4S)-3-(((E)-4-(2,5-difluorophenyl)-4-carbonylbut-2-en-2-yl)amino)-4-hydroxypyrrolidine-1-carboxylate